FC(COC1=NC=C(C(=C1)I)F)F 2-(2,2-difluoroethoxy)-5-fluoro-4-iodopyridine